C(C(C)C)C1=CC=C(C=C1)B1OC(C)(C)C(C)(C)O1 4-isobutylphenylboronic acid pinacol ester